BrC\C=C\CBr (E)-1,4-dibromo-but-2-ene